ClC1=CC=C(C=2CCCC(NC21)=O)OCC2(CCN(CC2)C2=C(C=C(C=C2F)Cl)F)O 9-chloro-6-[[1-(4-chloro-2,6-difluorophenyl)-4-hydroxypiperidin-4-yl]methoxy]-1,3,4,5-tetrahydro-1-benzazepin-2-one